BrC1=CC=C(C=C1)C1CCCCC1 1-bromo-4-cyclohexylbenzene